NC=1C(NC(N(N1)C1=CC(=C(C(=C1)C)CC=1C=C2C3(C(NC2=CC1)=O)CC(C3)(F)F)C)=O)=O 6-amino-2-(4-{3,3-difluoro-2'-oxo-1'H-spiro[cyclobutane-1,3'-indol]-5'-ylmethyl}-3,5-dimethylphenyl)-4H-1,2,4-triazine-3,5-dione